6-(benzo[d]oxazol-2-yl)-2-(((3-cyclopropylphenyl)(phenyl)methyl)(methyl)amino)-5-hydroxy-3-methylpyrimidin-4(3H)-one O1C(=NC2=C1C=CC=C2)C2=C(C(N(C(=N2)N(C)C(C2=CC=CC=C2)C2=CC(=CC=C2)C2CC2)C)=O)O